2-methyl-amino-5-tertiary butyl-1,3,4-thiadiazole CC=1S(C(=NN1)C(C)(C)C)N